OCC(CCCC(C(=O)[O-])(C)C1=CC(=CC=C1)I)(C)C.C1(=CC=CC2=CC=CC=C12)[C@H](C)[NH3+] (S)-1-(naphthalen-1-yl)ethan-1-aminium 7-hydroxy-2-(3-iodophenyl)-2,6,6-trimethyl-heptanoate